tert-Butyl (1S,4S)-5-[4-(2,3-difluoro-4-spiro[2.3]hexan-5-yloxy-anilino)pyrido[3,2-d]pyrimidin-6-yl]-2,5-diazabicyclo[2.2.1]heptane-2-carboxylate FC1=C(NC=2C3=C(N=CN2)C=CC(=N3)N3[C@@H]2CN([C@H](C3)C2)C(=O)OC(C)(C)C)C=CC(=C1F)OC1CC2(CC2)C1